C(C)OC(=O)C1=C(OC2=C1C=C(C=C2)OCC(F)F)C 5-(2,2-difluoroethoxy)-2-methylbenzofuran-3-carboxylic acid ethyl ester